4-(3-bromo-5-(((1s,4s)-4-(1-methyl-1H-pyrazol-4-yl)cyclohexyl)oxy)-1,6-naphthyridin-7-yl)morpholine BrC=1C=NC2=CC(=NC(=C2C1)OC1CCC(CC1)C=1C=NN(C1)C)N1CCOCC1